CC1=C(C(=CC=C1)C)NC(=O)C=1C(=C(C(=CC1CCCCC)O)C1CCCC(=C1)C)O N-(2,6-dimethylphenyl)-2,6-dihydroxy-5'-methyl-4-pentyl-1',2',3',4'-tetrahydro-[1,1'-biphenyl]-3-carboxamide